4-(3-fluorophenyl)-2-(morpholin-4-yl)-8-(1H-pyrazol-5-yl)-1,7-naphthyridine FC=1C=C(C=CC1)C1=CC(=NC2=C(N=CC=C12)C1=CC=NN1)N1CCOCC1